4-(7-(3-Aminopiperidin-1-yl)-3-phenyl-3H-imidazo[4,5-b]pyridin-2-yl)-2-fluorobenzonitrile NC1CN(CCC1)C1=C2C(=NC=C1)N(C(=N2)C2=CC(=C(C#N)C=C2)F)C2=CC=CC=C2